C(C)(C)(C)OC(=O)N1C[C@@H]([C@@H](CC1)NC1=C2C=C(N(C2=CC=C1)CC(F)(F)F)C(N)=NO)F.C(C1=CC=CC=C1)N(C=O)C1=CC=C(C=C1)C(C)(C)C N-benzyl-N-(4-tert-butylphenyl)formamide Tert-butyl-(3S,4R)-3-fluoro-4-((2-(N'-hydroxycarbamimidoyl)-1-(2,2,2-trifluoroethyl)-1H-indol-4-yl)amino)piperidine-1-carboxylate